N-(3-((5-(4-amino-4-methylpiperidin-1-yl)pyrazin-2-yl)thio)-2-chlorophenyl)-4-hydroxy-1-methyl-6-carbonyl-1,6-dihydro-[3,4'-bipyridine]-5-carboxamide NC1(CCN(CC1)C=1N=CC(=NC1)SC=1C(=C(C=CC1)NC(=O)C1=C(C(=CN(C1=C=O)C)C1=CC=NC=C1)O)Cl)C